tert-butyl ((1R)-3-(6-(7-((4-methyl-3-(methylsulfonyl)benzamido)methyl)-1,6-naphthyridin-2-yl)pyridin-2-yl)-3-azabicyclo[3.1.0]hexan-1-yl)carbamate CC1=C(C=C(C(=O)NCC2=NC=C3C=CC(=NC3=C2)C2=CC=CC(=N2)N2C[C@]3(CC3C2)NC(OC(C)(C)C)=O)C=C1)S(=O)(=O)C